[Si](C1=CC=CC=C1)(C1=CC=CC=C1)(C(C)(C)C)O[C@H]1[C@@H]2[C@H](N([C@H](C1)C2)C(=O)OC(C)(C)C)C(=O)OCC 2-tert-butyl 3-ethyl (1S,3S,4S,5R)-5-[(tert-butyldiphenylsilyl)oxy]-2-azabicyclo[2.2.1]heptane-2,3-dicarboxylate